(1,2,2,6,6-pentamethyl-4-piperidyl) sebacate C(CCCCCCCCC(=O)[O-])(=O)OC1CC(N(C(C1)(C)C)C)(C)C